1,3,5-tributylbenzene C(CCC)C1=CC(=CC(=C1)CCCC)CCCC